2-fluoro-4-(trifluoromethyl)benzoyl chloride FC1=C(C(=O)Cl)C=CC(=C1)C(F)(F)F